2-(2,6-dioxoPiperidin-3-yl)isoindoline-1,3-dione hydrochloride Cl.O=C1NC(CCC1N1C(C2=CC=CC=C2C1=O)=O)=O